ClC=1C(=C2C=NNC2=C(C1F)NC(C)C)C=1N=CC=2N(C1)C=C(N2)NC(OC(C)C)=O isopropyl (6-(5-chloro-6-fluoro-7-(isopropylamino)-1H-indazol-4-yl)imidazo[1,2-a]pyrazin-2-yl)carbamate